2-((1-(5,6-diphenylpyrazin-2-yl)piperidin-3-yl)oxy)acetic acid C1(=CC=CC=C1)C=1N=CC(=NC1C1=CC=CC=C1)N1CC(CCC1)OCC(=O)O